1,2-dimethylthiazolium CS1C(=[NH+]C=C1)C